COC=1C=C(CN(C2=CC(=NC=C2)COCCOCCN2CCOCC2)CC2=CC(=CC=C2)N2CCCC2)C=CC1 N-(3-methoxybenzyl)-2-((2-(2-morpholinoethoxy)ethoxy)methyl)-N-(3-(pyrrolidin-1-yl)benzyl)pyridin-4-amine